(R)-N-(5-(tert-butyl)-1-(1-methylpyrrolidin-3-yl)-1H-pyrazol-3-yl)-7-chloro-6-(imidazo[1,2-b]pyridazin-7-yloxy)-1-methyl-1H-imidazo[4,5-b]pyridin-2-amine C(C)(C)(C)C1=CC(=NN1[C@H]1CN(CC1)C)NC=1N(C=2C(=NC=C(C2Cl)OC2=CC=3N(N=C2)C=CN3)N1)C